N=C1OC(=CN1CC1=CC=CC=2NC(=NC21)NC(CO)(C)C2=CC(=CC=C2)OC(F)(F)F)C 2-({4-[(2-imino-5-methyl-2,3-dihydro-1,3-oxazol-3-yl)methyl]-1H-1,3-benzodiazol-2-yl}amino)-2-[3-(trifluoromethoxy)phenyl]-propan-1-ol